[3-(difluoromethoxy)-4-fluorophenyl]methylamine hydrochloride Cl.FC(OC=1C=C(C=CC1F)CN)F